ethyl 2-chloroimidazo[1,5-a]pyrimidine-6-carboxylate ClC1=NC=2N(C=C1)C(=NC2)C(=O)OCC